1,2-dipropionylsn-glycero-3-phosphocholine C(CC)(=O)OC[C@@H](OC(CC)=O)COP(=O)([O-])OCC[N+](C)(C)C